COCCOCOC1=C(C=C(C=C1)N1C(C2=CC=C(C=C2CC1)C1=C(C=C(C=C1)C(F)(F)F)C1=CC=CC=C1)=O)NS(=O)(=O)C N-(2-((2-methoxyethoxy)methoxy)-5-(1-oxo-6-(5-(trifluoromethyl)-[1,1'-biphenyl]-2-yl)-3,4-dihydroisoquinolin-2(1H)-yl)phenyl)methanesulfonamide